sodium carbonate sodium chloride [Cl-].[Na+].C([O-])(O)=O.[Na+]